(R)-2-(3-((6-(2-(ethoxymethoxy)-4,6-dimethylphenyl)-1,2,4-triazin-3-yl)amino)piperidin-1-yl)acetamide C(C)OCOC1=C(C(=CC(=C1)C)C)C1=CN=C(N=N1)N[C@H]1CN(CCC1)CC(=O)N